3-iodo-6,7-dihydro-4H-pyrazolo[5,1-c][1,4]oxazine-2-carboxylic acid IC=1C(=NN2C1COCC2)C(=O)O